(2-(dibenzylamino)-2-oxoethyl)zinc (II) bromide [Br-].C(C1=CC=CC=C1)N(C(C[Zn+])=O)CC1=CC=CC=C1